chloro-3-iodo-1H-pyrrolo[2,3-b]pyridine-4-carboxylic acid methyl ester COC(=O)C=1C2=C(N=CC1)N(C=C2I)Cl